CC1=CC(=NC=N1)N1CC2CCC(C1)C2N (8endo)-3-(6-methylpyrimidin-4-yl)-3-azabicyclo[3.2.1]octan-8-amine